5-(3-ethyl-3H-imidazo[4,5-b]pyridin-2-yl)-3-isopropoxybenzene-1,2-diol C(C)N1C(=NC=2C1=NC=CC2)C2=CC(=C(C(=C2)O)O)OC(C)C